FC=1C=C(C=CC1)[C@H](C)N (S)-1-[3-fluorophenyl]ethylamine